BrC1=NC(=C2N1CCCC(N2C)=O)C 7-bromo-1,9-dimethyl-4,5-dihydro-3H-imidazo[1,5-a][1,3]diazepin-2-one